rel-(1R,2R)-4-bromo-2-fluoroindan-1-ol BrC1=C2C[C@H]([C@@H](C2=CC=C1)O)F |o1:4,5|